N'-oxane-4-yl-urea O1CCC(CC1)NC(N)=O